5-((3S,5R)-3,5-dimethylpiperazin-1-yl)pyridin-2-amine C[C@H]1CN(C[C@H](N1)C)C=1C=CC(=NC1)N